C(C)C=1C=C(C=O)C(=C(C1C=O)C)OC 3-ethyl-5-methyl-6-methoxyterephthalaldehyde